ClC1=C(C=CC2=C1C(=NCC=1N2C(=NN1)C=1C=NN(C1)C)C1=NC=CC=C1F)C(F)(F)F 7-chloro-6-(3-fluoro-2-pyridyl)-1-(1-methylpyrazol-4-yl)-8-(trifluoromethyl)-4H-[1,2,4]triazolo[4,3-a][1,4]benzodiazepine